N-(4-(3-((4-octylphenyl)sulfonamido)phenyl)thiazol-2-yl)acetamid C(CCCCCCC)C1=CC=C(C=C1)S(=O)(=O)NC=1C=C(C=CC1)C=1N=C(SC1)NC(C)=O